OCCCNC1=CC=C(C=C1)N Hydroxypropyl-para-phenylenediamine